3-isopropyl-2-(1-methyl-1H-indol-5-yl)-7-(1-trityl-1H-imidazol-4-yl)imidazo[2,1-f][1,2,4]triazin-4(3H)-one C(C)(C)N1C(=NN2C(C1=O)=NC=C2C=2N=CN(C2)C(C2=CC=CC=C2)(C2=CC=CC=C2)C2=CC=CC=C2)C=2C=C1C=CN(C1=CC2)C